N-nitro-L-arginine methylester COC([C@@H](N[N+](=O)[O-])CCCNC(N)=N)=O